((2r,3r,4r,5r)-5-(2-amino-6-oxo-1,6-dihydro-9H-purin-9-yl)-4-fluoro-3-hydroxy-4-methyltetrahydrofuran-2-yl) methylphosphonate CP(O[C@H]1O[C@H]([C@]([C@@H]1O)(C)F)N1C=2N=C(NC(C2N=C1)=O)N)([O-])=O